C(C=1C(C(=O)Br)=CC(C(=O)Br)=CC1)(=O)Br trimellitic bromide